5-bromo-3-((1-methylpiperidin-4-yl)methoxy)pyrazin-2-amine BrC=1N=C(C(=NC1)N)OCC1CCN(CC1)C